4,4-diphenyl-5-methyl-hexanone C1(=CC=CC=C1)C(CC(C)=O)(C(C)C)C1=CC=CC=C1